C(C)C=1N(C=2N(C(C1N1CCNCC1)=O)N=C(N2)N2CCCC2)CC(=O)NC2=C(C=C(C=C2)C(F)(F)F)C 2-(5-ethyl-7-oxo-6-(piperazin-1-yl)-2-(pyrrolidin-1-yl)-[1,2,4]triazolo[1,5-a]pyrimidin-4(7H)-yl)-N-(2-methyl-4-(trifluoromethyl)phenyl)acetamide